CC(C=O)C 2-methyl-propane-1-on